ClC1=NC=C(C(=O)NOCC)C(=C1)NC1=C(C(=CC(=C1)F)C1=NC=CN=C1)OC 6-Chloro-N-ethoxy-4-((5-fluoro-2-methoxy-3-(pyrazin-2-yl)phenyl)amino)nicotinamide